N1C=CC2=NC=C(C=C21)S(=O)(=O)N2CCC1(C[C@H](CO1)NC[C@@H](COC1=CC(=CC=C1)S(=O)(=O)C(C)C)O)CC2 (S)-1-((R)-8-(1H-pyrrolo[3,2-b]pyridin-6-ylsulfonyl)-1-oxa-8-azaspiro[4.5]decan-3-ylamino)-3-(3-(isopropylsulfonyl)phenoxy)propan-2-ol